FC(CN1N=CC=2C1=NC(=CN2)N2CCC1(CCN(C1=O)C1=NC(=CC(=C1)OC)C(F)(F)F)CC2)F 8-(1-(2,2-difluoroethyl)-1H-pyrazolo[3,4-b]pyrazin-6-yl)-2-(4-methoxy-6-(trifluoromethyl)pyridin-2-yl)-2,8-diazaspiro[4.5]decan-1-one